BrCC=1C=CC(=NC1)C(=O)OC Methyl 5-bromomethylpyridinate